tert-butyl 4-(3-chlorophenyl)-1H-pyrazole-1-carboxylate ClC=1C=C(C=CC1)C=1C=NN(C1)C(=O)OC(C)(C)C